Methyl 2-(6-phenethyl-5,6-dihydrophenanthridin-6-yl)acetate C(CC1=CC=CC=C1)C1(NC=2C=CC=CC2C2=CC=CC=C12)CC(=O)OC